N-[(S)-{5-[(1R)-2-(3,3-Difluoroazetidin-1-yl)-1-methyl-2-oxoethyl]-4-fluoro-1H-benzimidazol-2-yl}(4,4-Difluorocyclohexyl)methyl]-2-methylpyrazole-3-carboxamide FC1(CN(C1)C([C@H](C)C1=C(C2=C(NC(=N2)[C@@H](NC(=O)C=2N(N=CC2)C)C2CCC(CC2)(F)F)C=C1)F)=O)F